ClC1=CC=CC(=N1)N(C)CC1(CC1)C(=O)N[C@H]1C[C@H](N(CC1)C)C 1-(((6-chloropyridin-2-yl)(methyl)amino)methyl)-N-((2R,4R)-1,2-dimethylpiperidin-4-yl)cyclopropane-1-carboxamide